NC(C)(C)C=1N=C(C(=NC1)C1CC(C1)C1=NN2C(=NC=3C(=CC=CC3C2=N1)Cl)NC(C)(C)C)C 2-((1s,3s)-3-(5-(2-aminopropan-2-yl)-3-methylpyrazin-2-yl)cyclobutyl)-N-(tert-butyl)-7-chloro-[1,2,4]triazolo[1,5-c]quinazolin-5-amine